FC(C(=O)O)(F)F.FC1=C(C=CC=C1F)C1=C(N=C2N(C1=O)C(=CS2)C)C(C)NC2=C1N=CNC1=NC=N2 6-(2,3-difluorophenyl)-3-methyl-7-[1-(9H-purin-6-ylamino)ethyl]-5H-[1,3]thiazolo[3,2-a]pyrimidin-5-one Trifluoroacetic Acid Salt